O=C1C2CCC(CN1)N2 2-oxo-3,8-diazabicyclo[3.2.1]octan